CC1(OCCC(C1)C1=NN(C2=C1N=C(N=C2)NC=2C(=CC=1N(C2)N=CN1)C)C)C 3-(2,2-dimethyltetrahydro-2H-pyran-4-yl)-1-methyl-N-(7-methyl-[1,2,4]triazolo[1,5-a]pyridin-6-yl)-1H-pyrazolo[4,3-d]pyrimidin-5-amine